C1=C(C=CC2=CC=CC=C12)C1=CC=C(C=C1)NC1=CC=2C3(C4=CC=CC=C4C2C=C1)CCCC3 N-(4-(naphthalen-2-yl)phenyl)spiro[cyclopentane-1,9'-fluorene]-2'-amine